C(CCCCCCC\C=C/CC=CCCCCC)(=O)O (Z)-9,12-octadecadienoic acid